3,5-difluoro-2,4,6-trinitroaniline FC=1C(=C(N)C(=C(C1[N+](=O)[O-])F)[N+](=O)[O-])[N+](=O)[O-]